8-(5-(1-methyl-1H-indazol-5-yl)-1H-pyrrolo[2,3-b]pyridin-4-yl)-1-oxa-3,8-diazaspiro[4.5]decan-2-one CN1N=CC2=CC(=CC=C12)C=1C(=C2C(=NC1)NC=C2)N2CCC1(CNC(O1)=O)CC2